C1=CC=CC=2N=CC3=C(CC21)C=CC=C3 11H-dibenzo[b,e]azepin